BrC=1SC=C(N1)C=1OC(=NN1)C 2-(2-bromo-thiazol-4-yl)-5-methyl-[1,3,4]oxadiazole